COC(=O)C1=CC2=C(N=C(S2)Br)C(=C1)O[C@@H]1COCC1 2-bromo-4-[(3S)-oxolane-3-yloxy]-1,3-benzothiazole-6-carboxylic acid methyl ester